N-[6-[2-(difluoromethoxy)ethoxy]-5-fluoro-2-methoxy-3-pyridinyl]-7-keto-6-methyl-1H-pyrrolo[2,3-c]pyridine-3-sulfonamide FC(OCCOC1=C(C=C(C(=N1)OC)NS(=O)(=O)C1=CNC=2C(N(C=CC21)C)=O)F)F